N-(4-Chloro-3-methylphenyl)-6-methoxy-N-methyl-1-[6-methyl-4-(trifluoromethyl)pyridin-2-yl]-2,3-dihydroindole-2-carboxamide ClC1=C(C=C(C=C1)N(C(=O)C1N(C2=CC(=CC=C2C1)OC)C1=NC(=CC(=C1)C(F)(F)F)C)C)C